N-{5-[2-(2-chloro-6-fluorophenyl)acetylamino]pyridazin-3-yl}-N-(3-fluorophenyl)acetamide ClC1=C(C(=CC=C1)F)CC(=O)NC=1C=C(N=NC1)N(C(C)=O)C1=CC(=CC=C1)F